COC1=CC(=C(C=N1)S(=O)(=O)N1CC2(C1)CN(C2)C2CCOCC2)C 2-((6-methoxy-4-methylpyridin-3-yl)sulfonyl)-6-(tetrahydro-2H-pyran-4-yl)-2,6-diazaspiro[3.3]heptane